FC1=CC(=C(C=C1)N1C=C(C=2C1=CN=CC2)C2CCN(CC2)CC2=CC=C(C=C2)NC(OC(C)(C)C)=O)C(N(C)C(C)C)=O tert-butyl (4-((4-(1-(4-fluoro-2-(isopropyl(methyl)carbamoyl)phenyl)-1H-pyrrolo(2,3-c)pyridin-3-yl)piperidin-1-yl)methyl)phenyl)carbamate